9-(3,5-Dichloro-phenyl)-2-([1,4]dioxan-2-ylmethoxy)-6,7-dihydro-pyrimido[6,1-a]isoquinolin-4-one ClC=1C=C(C=C(C1)Cl)C=1C=C2CCN3C(C2=CC1)=CC(=NC3=O)OCC3OCCOC3